C1(CCCCC1)NC1=NN2C(S1)=NC=C2C=2C=C(C=CC2)NS(=O)(=O)C N-[3-[2-(cyclohexyl-amino)imidazo[2,1-b][1,3,4]thiadiazol-5-yl]phenyl]methane-sulfonamide